C(#N)C1=CC(=C(C=C1)NS(=O)(=O)C1=CNC=C1CC1=CC(=CC=C1)F)F N-(4-cyano-2-fluoro-phenyl)-4-[(3-fluorophenyl)methyl]-1H-pyrrole-3-sulfonamide